tert-butyl N-[[4-[6-[2-[[4-[4-[(2,6-dioxo-3-piperidyl)amino]phenyl]-1-piperidyl]methyl]cyclopropyl]pyrrolo[2,1-f][1,2,4]triazin-4-yl]-2-methyl-phenyl]methyl]carbamate O=C1NC(CCC1NC1=CC=C(C=C1)C1CCN(CC1)CC1C(C1)C=1C=C2C(=NC=NN2C1)C1=CC(=C(C=C1)CNC(OC(C)(C)C)=O)C)=O